(S)-(4-(difluoromethyl)oxazol-5-yl)(4-(7-fluoropyrazolo[1,5-a]pyridin-2-yl)-6,7-dihydro-1H-imidazo[4,5-c]pyridin-5(4H)-yl)methanone FC(C=1N=COC1C(=O)N1[C@@H](C2=C(CC1)NC=N2)C2=NN1C(C=CC=C1F)=C2)F